5-Amino-3-[4-[1-[[3-(3,3-dimethylcyclobutyl)-1,2-oxazol-5-yl]carbamoyl]ethyl]phenyl]-1-(1-methylcyclopropyl)pyrazole-4-carboxamide NC1=C(C(=NN1C1(CC1)C)C1=CC=C(C=C1)C(C)C(NC1=CC(=NO1)C1CC(C1)(C)C)=O)C(=O)N